OC(CC)(O)O hydroxypropanediol